1,3-dimethoxy-4,6-bis(2-methylphenyl)benzene COC1=CC(=C(C=C1C1=C(C=CC=C1)C)C1=C(C=CC=C1)C)OC